N-(2-fluoroethyl)-3-((S)-2-hydroxy-3-((R)-8-(quinolin-6-ylsulfonyl)-1-oxa-8-azaspiro[4.5]dec-3-ylamino)propoxy)benzenesulfonamide FCCNS(=O)(=O)C1=CC(=CC=C1)OC[C@H](CN[C@H]1COC2(C1)CCN(CC2)S(=O)(=O)C=2C=C1C=CC=NC1=CC2)O